3-endo-(8-{2-[cyclopentylmethyl-(3-hydroxy-2,2-dimethylpropionyl)-amino]ethyl}-8-azabicyclo[3.2.1]oct-3-yl)-benzamide TFA salt OC(=O)C(F)(F)F.C1(CCCC1)CN(CCN1C2CC(CC1CC2)C=2C=C(C(=O)N)C=CC2)C(C(CO)(C)C)=O